CC1(OC2=CC(=CC=C2C=C1)N1CCC1)C 1-(2,2-dimethyl-2H-chromen-7-yl)azetidine